2-((1-cyclopentyl-3-methyl-2-oxo-2,3-dihydro-1H-imidazo[4,5-c]pyridin-6-yl)amino)benzonitrile C1(CCCC1)N1C(N(C=2C=NC(=CC21)NC2=C(C#N)C=CC=C2)C)=O